3-chloro-2-[2-(3-hydroxypropoxy)ethoxy]-5-[1-methyl-1-[4-[(2-methylsulfanylpyrimidin-4-yl)methoxy]phenyl]ethyl]benzonitrile ClC=1C(=C(C#N)C=C(C1)C(C)(C1=CC=C(C=C1)OCC1=NC(=NC=C1)SC)C)OCCOCCCO